OC1=CC(=C(CCN2CCC(CC2)C2=CNC3=CC=C(C=C23)O)C=C1)C1=CNC=C1 3-(1-(4-hydroxy-2-(1H-pyrrol-3-yl)phenethyl)piperidin-4-yl)-1H-indol-5-ol